(3S)-3-[(2S)-4-hydroxy-2-({N-[(4-methoxy-1H-indol-2-yl)carbonyl]-L-leucinyl}amino)-3-oxobutyl]-2-oxopyrrolidine-1-carboxylic acid methyl ester COC(=O)N1C([C@@H](CC1)C[C@@H](C(CO)=O)NC([C@@H](NC(=O)C=1NC2=CC=CC(=C2C1)OC)CC(C)C)=O)=O